ClC1=C(C=C(OCCCC2=C(NC3=C(C=CC=C23)C=2C(=NN(C2C)C)C)C(=O)NCC(=O)N[C@@H](CC2=CC=CC=C2)C(=O)OC)C=C1C)C methyl (3-(3-(4-chloro-3,5-dimethylphenoxy)propyl)-7-(1,3,5-trimethyl-1H-pyrazol-4-yl)-1H-indole-2-carbonyl)glycyl-L-phenylalaninate